NC=1C(NC=2C3=C(C(=CC2C1C=1C2=CN(N=C2C(=CC1)F)C1OCCCC1)C)N=CS3)=O 7-amino-6-[7-fluoro-2-(oxan-2-yl)indazol-4-yl]-4-methyl-9H-[1,3]thiazolo[4,5-h]quinolin-8-one